ClC=1C(=CC(=C(C(=O)NS(=O)(=O)N2CCC(CC2)O[C@@H]2CN(CC2)C(=O)OC(C)(C)C)C1)F)OCC1CCCC1 (S)-tert-butyl 3-((1-(N-(5-chloro-4-(cyclopentylmethoxy)-2-fluorobenzoyl)sulfamoyl)piperidin-4-yl)oxy)pyrrolidine-1-carboxylate